1-(5-(2-fluorophenyl)-1-((3-(3-methoxypropoxy)phenyl)sulfonyl)-1H-pyrrol-3-yl)-N-methylmethanamine FC1=C(C=CC=C1)C1=CC(=CN1S(=O)(=O)C1=CC(=CC=C1)OCCCOC)CNC